C(CCCCCCCCCCC)(=O)[O-].C(CCCCCCCCCCC)(=O)[O-].C(CCCCCCCCCCC)(=O)[O-].[Al+3] aluminum tri(laurate)